ClC=1C=C(C=C(C1)Cl)C=1N=C(NC1C1=CC=CC=C1)CC=1SC=CC1 4-(3,5-Dichlorophenyl)-5-phenyl-2-(2-thienylmethyl)imidazole